5-(4-(tert-butyl)phenyl)-2-fluoro-4-methylpyridine C(C)(C)(C)C1=CC=C(C=C1)C=1C(=CC(=NC1)F)C